7-Fluoro-9-methoxy-1,4,4-trimethyl-8-(1-methyl-1H-pyrrolo[2,3-b]pyridin-3-yl)-5H-[1,2,4]triazolo[4,3-a]quinoxaline FC=1C=C2NC(C=3N(C2=C(C1C1=CN(C2=NC=CC=C21)C)OC)C(=NN3)C)(C)C